9-(4-((1-(3-fluoropropyl)azetidin-3-yl)methyl)phenyl)-8-(4-methoxy-3-(trifluoromethyl)phenyl)-6,7-dihydro-5H-benzo[7]annulene-3-carboxylic acid, hydrochloride Cl.FCCCN1CC(C1)CC1=CC=C(C=C1)C1=C(CCCC2=C1C=CC(=C2)C(=O)O)C2=CC(=C(C=C2)OC)C(F)(F)F